C(C)(CC)S secondary butyl mercaptan